C(#N)C=1C=C(C=CC1)C=1N=C(SC1C=1C=C2C(=NC=NC2=CC1)C)NC(=O)N1CCC2(CN(CCO2)C)CC1 N-[4-(3-Cyanophenyl)-5-(4-methylquinazolin-6-yl)thiazol-2-yl]-4-methyl-1-oxa-4,9-diazaspiro[5.5]undecane-9-carboxamide